C(C)(=O)NC=1C(=C(C(=O)O)C=CC1F)F 3-acetamido-2,4-difluorobenzoic acid